tri-t-butyl-phosphorus tetrafluoroborate F[B-](F)(F)F.C(C)(C)(C)[P+](C(C)(C)C)C(C)(C)C